1-bromo-4-phenoxybenzene BrC1=CC=C(C=C1)OC1=CC=CC=C1